1-(4-(6-chloro-7-(2,4-difluoro-phenyl)-8-fluoro-quinazolin-4-yl)piperazin-1-yl)prop-2-en-1-one ClC=1C=C2C(=NC=NC2=C(C1C1=C(C=C(C=C1)F)F)F)N1CCN(CC1)C(C=C)=O